(2S,3S,4R,5R)-3-(3,4-difluoro-2-methoxy-phenyl)-4,5-dimethyl-5-(trifluoromethyl)tetrahydrofuran FC=1C(=C(C=CC1F)[C@H]1CO[C@]([C@@H]1C)(C(F)(F)F)C)OC